C1(=CC=CC=C1)C(NC(C1=CC=CC=C1)=O)C1=C(C=CC=C1)C N-(phenyl-(o-tolyl)methyl)benzamide